ethoxyethyl-triazinone C(C)OCCC=1C(NN=NC1)=O